3-hydroxy-4(4H)-pyranone OC1=COC=CC1=O